OC1=C(C=CC=C1)C1=CNC2=NC(=CC=C21)NC(=O)C2CC2 N-[3-(2-hydroxyphenyl)-1H-pyrrolo[2,3-b]pyridin-6-yl]cyclopropanecarboxamide